The molecule is a cyclic ketone consisting of cyclohex-3-en-1-one substituted at position 5 by a carboxy group and position 6 by an amino group. It is a beta-amino acid and a cyclic ketone. It is a tautomer of a 6-ammonio-5-oxocyclohex-2-ene-1-carboxylate. C1C=CC(C(C1=O)N)C(=O)O